C1=CC=CC=2C3=CC=CC=C3N(C12)CCC 3-(9H-carbazol-9-yl)propane